Cl[Ru-4](=CC1=C(C=CC=C1)OC(C)C)(=C1N(CCN1C1=C(C=CC=C1)C(C)C)C1=C(C=CC=C1)C(C)C)Cl dichloro[1,3-bis(2-isopropylphenyl)-2-imidazolidinylidene](2-isopropoxyphenylmethylene)ruthenium (II)